C(O)C(C(=O)O)(CCCC)CO 2,2-dimethylolcaproic acid